N-tert-butyl-2-[methyl(2-{1H-pyrazolo[4,3-c]pyridin-6-yl}-5H,6H,7H-cyclopenta[d]pyrimidin-4-yl)amino]acetamide C(C)(C)(C)NC(CN(C=1C2=C(N=C(N1)C1=CC3=C(C=N1)C=NN3)CCC2)C)=O